4,6-dinitro-1,3-dichlorobenzene [N+](=O)([O-])C1=C(C=C(C(=C1)[N+](=O)[O-])Cl)Cl